BrC1=CC=C(C=C1)C=CC1CCCCC1 1-bromo-4-(2-cyclohexylvinyl)benzene